2,3-dicyanopropionamide C(#N)C(C(=O)N)CC#N